C1N(CCC2=CC=CC=C12)C[C@H](CN1C(C2=CC=C(C=C2CC1)OC1CN(CC1)CC)=O)O 2-[(2R)-3-(3,4-Dihydro-1H-isochinolin-2-yl)-2-hydroxy-propyl]-6-(1-ethylpyrrolidin-3-yl)oxy-3,4-dihydroisochinolin-1-on